N1C(=CC=C1)C(=O)OC1C(OCCC1)OP(=O)(O)O (phosphonooxy)tetrahydro-2H-pyran-3-yl 1H-pyrrole-2-carboxylate